FC=1C(=C(C(=O)OC)C=C(C1F)/C=N/NS(=O)(=O)CC1=CC=CC=C1)NC1=C(C=C(C=C1)I)F methyl (E)-3,4-difluoro-2-((2-fluoro-4-iodophenyl)amino)-5-((2-toluenesulfonylhydrazono)methyl)benzoate